CC=1C(=NC=C(C1)C#CC1=C(C=CC=C1)N(C=O)CC1=CC2=CC=CC=C2C=C1)C(=O)O 3-methyl-5-[2-(2-{N-[(naphthalen-2-yl)methyl]formamido}phenyl)ethynyl]-pyridine-2-carboxylic acid